C1(CC1)CN1N=C(C2=CC(=CC=C12)C(C)(C)O)NC=1C(=NN(C1)C)C 2-{1-(cyclopropylmethyl)-3-[(1,3-dimethyl-1H-pyrazol-4-yl)amino]-1H-indazol-5-yl}propan-2-ol